[C@@H]1([C@H](C=CC=C1)C(=O)OCCCC)C(=O)OCCCC dibutyl cis-cyclohexa-3,5-diene-1,2-dicarboxylate